C(C1=CC=CC=C1)NC(N(CC1CCNCC1)C)=O 3-Benzyl-1-methyl-1-(piperidin-4-ylmethyl)urea